FC1=CC=C2C(=CNC(C2=C1)=O)C(=C)C 7-fluoro-4-(prop-1-en-2-yl)isoquinolin-1(2H)-one